FC=1C=C(NCCCN2CCCC2)C=CC1F 3,4-difluoro-N-(3-(pyrrolidin-1-yl)propyl)aniline